1-(3-(6-Bromo-7-(difluoromethyl)-3,4-dihydroquinolin-1(2H)-yl)-1-(tetrahydro-2H-pyran-4-yl)-1,4,6,7-tetrahydro-5H-pyrazolo[4,3-c]pyridin-5-yl)ethan-1-one BrC=1C=C2CCCN(C2=CC1C(F)F)C1=NN(C2=C1CN(CC2)C(C)=O)C2CCOCC2